C(C)(=O)N1C=C(C2=CC=C(C=C12)C=1C=NC(=NC1)C)CC(=O)N=[N+]=[N-] 2-(1-acetyl-6-(2-methylpyrimidin-5-yl)-1H-indol-3-yl)acetyl azide